(2,4,6-trifluorophenyl)magnesium bromide FC1=C(C(=CC(=C1)F)F)[Mg]Br